3,5-diethyl-2-propyl-2H-pyran C(C)C=1C(OC=C(C1)CC)CCC